spiro[cyclopropane-1,6'-thieno[2,3-c]pyrrole]-5'(4'H)-carboxylic acid tert-butyl ester C(C)(C)(C)OC(=O)N1C2(C3=C(C1)C=CS3)CC2